N-cyclopropyl-3-((S)-3-cyclopropyl-2-(3-(2,4-dichlorophenyl)propanamido)propanamido)-2-oxo-4-((S)-2-oxopyrrolidin-3-yl)butanamide C1(CC1)NC(C(C(C[C@H]1C(NCC1)=O)NC([C@H](CC1CC1)NC(CCC1=C(C=C(C=C1)Cl)Cl)=O)=O)=O)=O